C(C)(C)(C)C1=C(C(=CC(=C1)O)C(C)(C)C)O 2,6-di-tert-butyl-1,4-benzenediol